CC12CC(C1)(C2)C(=O)N2CCC(CC2)C2CN(C2)[C@@H]2[C@H](CCCC2)OC=2C=C1CN(C(C1=CC2)=O)C2C(NC(CC2)=O)=O 3-(5-(((1S,2S)-2-(3-(1-(3-methylbicyclo[1.1.1]pentane-1-carbonyl)piperidin-4-yl)-azetidin-1-yl)cyclohexyl)-oxy)-1-oxoisoindolin-2-yl)-piperidine-2,6-dione